(S)-N-(6-bromo-7-chloroisoquinolin-3-yl)-6-oxaspiro[2.5]octane-1-carboxamide BrC=1C=C2C=C(N=CC2=CC1Cl)NC(=O)[C@H]1CC12CCOCC2